ClC=1C=C2C(=NC1)OC(=N2)C2CC1(CC(C1)NC(=O)C=1OC(=CC1)S(=O)(=O)C1CC1)C2 N-[6-(6-Chlorooxazolo[5,4-b]pyridin-2-yl)spiro[3.3]heptan-2-yl]-5-cyclopropylsulfonyl-furan-2-carboxamide